4-(4-(3,9-diazabicyclo-[3.3.1]nonan-3-yl)-6-chloro-8-fluoro-2-(((2R,7aS)-2-fluorotetrahydro-1H-pyrrolizin-7a(5H)-yl)methoxy)-quinazolin-7-yl)-7-fluoro-benzo[d]thiazol-2-amine C12CN(CC(CCC1)N2)C2=NC(=NC1=C(C(=C(C=C21)Cl)C2=CC=C(C1=C2N=C(S1)N)F)F)OC[C@]12CCCN2C[C@@H](C1)F